BrC1=CC=C2C=NC(=NC2=C1OCC)NC1=CC(=NC=C1)CS(=O)(=O)C 7-bromo-8-ethoxy-N-(2-((methylsulfonyl)methyl)pyridin-4-yl)quinazolin-2-amine